C(CCCCCCCC(=O)[O-])(=O)OCC(COC(CCCCCCCC(=O)[O-])=O)OCCC(CCCCCCCC)OC(NCCN(C)CC)=O O1-(2-((3-(((2-(ethyl (methyl) amino) ethyl) carbamoyl) oxy) undecyl) oxy) propane-1,3-diyl) bis(azelate)